2-methyl-1,2,6-thiadiazinane-3-carboxamide 1,1-dioxide CN1S(NCCC1C(=O)N)(=O)=O